N-(4-((5-(5-(Dimethylcarbamoyl)pyridin-2-yl)-1-methyl-1H-indazole-3-carboxamido)methyl)phenyl)-6-methyl-3,6-diazabicyclo[3.1.1]heptane-3-carboxamide CN(C(=O)C=1C=CC(=NC1)C=1C=C2C(=NN(C2=CC1)C)C(=O)NCC1=CC=C(C=C1)NC(=O)N1CC2N(C(C1)C2)C)C